FC(CN(C(C1=C(C=CC(=C1)F)OC=1C(=NC=NC1)N1CC2(C1)CCN(CC2)C[C@H]2OC[C@@H](CC2)NS(=O)(=O)CC)=O)C(C)C)F N-(2,2-difluoroethyl)-2-((4-(7-(((2S,5R)-5-(ethylsulfonamido)tetrahydro-2H-pyran-2-yl)methyl)-2,7-diazaspiro[3.5]nonan-2-yl)pyrimidin-5-yl)oxy)-5-fluoro-N-isopropylbenzamide